C(C1=CC=CC=C1)O[C@H]1C[C@@](N(C1)C(=O)OC(C)(C)C)(CC1CCC1)C#N (2S,4S)-tert-butyl 4-(benzyloxy)-2-cyano-2-(cyclobutylmethyl)pyrrolidine-1-carboxylate